CN1N=CC(=C1)C1=CC2=C(O[C@@H](CN2)[C@@H](C2=CC=CC=C2)N[C@@H](CC2=CC=C(C#N)C=C2)C)N=C1 4-((R)-2-(((R)-((S)-7-(1-methyl-1H-pyrazol-4-yl)-2,3-dihydro-1H-pyrido[2,3-b][1,4]oxazin-3-yl)(phenyl)methyl)amino)propyl)benzonitrile